((4,4-difluorocyclohexyl)methylene)-2-methylpropane-2-sulfinamide FC1(CCC(CC1)C=CC(C)(S(=O)N)C)F